CC(C(=O)O)CC(=O)O Methylbutanedioic acid